5-chloropyridin-2-yl (3'S,5'S)-5'-fluoro-2-methyl-6-oxo[1,3'-bipiperidine]-1'-carboxylate F[C@H]1C[C@@H](CN(C1)C(=O)OC1=NC=C(C=C1)Cl)N1C(CCCC1=O)C